CC1=CC=C(C=C1)C1=NC=NC=N1 4-methyl-phenyl-s-triazine